BrC1=CC=CC2=C1SC=C2 7-bromo-benzo[b]thiophene